F[C@H]1CN(CC[C@H]1NC1=CC=CC=2N1N=C(C2CC(F)(F)F)C#CCNC(=O)C2=CN(C=C2)C(C)C)C N-[3-(7-{[(3S,4R)-3-fluoro-1-methylpiperidin-4-yl]amino}-3-(2,2,2-trifluoroethyl)pyrazolo[1,5-a]pyridin-2-yl)prop-2-yn-1-yl]-1-isopropyl-1H-pyrrole-3-carboxamide